C(C)(=O)N1CC(C2=CC=CC=C12)(C)CCNC(C)=O N-(2-(1-acetyl-3-methylindoline-3-yl)ethyl)acetamide